C(C)OC(C(C)O/N=C/C1=C(C=C(C(=C1)N1C(N(C(=CC1=O)C(F)(F)F)C)=O)F)Cl)=O.ClC(C1=CC=CC2=CC=CC=C12)C1=CC=C(C=C1)F 1-(chloro(4-fluorophenyl)methyl)naphthalene ethyl-2-{[(E)-{2-chloro-4-fluoro-5-[3-methyl-2,6-dioxo-4-(trifluoromethyl)-3,6-dihydropyrimidin-1(2H)-yl]benzylidene}amino]oxy}propanoate